C(=C)[Si](C(C)C)(C)C vinyldimethyl(1-methylethyl)silane